6-((3,4-Dihydroquinolin-1(2H)-yl)methyl)-N1-(p-tolyl)pyrimidine-2,4-diamine N1(CCCC2=CC=CC=C12)CC1=CC(=NC(N1C1=CC=C(C=C1)C)N)N